5-((5-([1,1'-biphenyl]-4-yl)-6-fluoro-1H-benzo[d]imidazol-2-yl)oxy)-1-methylbenzoic acid C1(=CC=C(C=C1)C1=CC2=C(NC(=N2)OC=2C=CCC(C(=O)O)(C2)C)C=C1F)C1=CC=CC=C1